FC(C(=O)O)(F)F.BrC1=CC=C(C=C1)C1CNCC1 3-(4-bromophenyl)pyrrolidine 2,2,2-trifluoroacetate